C(C)(=O)NC1=C(C=CC=C1)C1=NN=NN1 ACETAMIDO-PHENYLTETRAZOLE